C1(CC1)C1=C(C(=NO1)C1=C(C=CC=C1)C(F)(F)F)C1=CC2(C1)CCN(CC2)C2=NN1C(C=N2)=CC=C1 2-(2-(5-Cyclopropyl-3-(2-(trifluoromethyl)phenyl)isoxazol-4-yl)-7-azaspiro[3.5]non-1-en-7-yl)pyrrolo[2,1-f][1,2,4]triazin